(3-amino-4-fluorophenyl)(4-methoxyphenyl)methanol NC=1C=C(C=CC1F)C(O)C1=CC=C(C=C1)OC